N,N-dibenzylbicyclo[1.1.0]Butane-1-carboxamide C(C1=CC=CC=C1)N(C(=O)C12CC2C1)CC1=CC=CC=C1